ClC=1C=CC=C2C=CC=C(C12)N1CC=2N=CN=C(C2CC1)N1CCN(CC1)C1=C(C(=C(C(=C1F)F)S(=O)(=O)C)F)F 7-(8-chloronaphthalen-1-yl)-4-(4-(2,3,5,6-tetrafluoro-4-(methylsulfonyl)phenyl)piperazin-1-yl)-5,6,7,8-tetrahydropyrido[3,4-d]pyrimidine